C(#N)[C@H](CC1=CC=C(C=C1)C=1C=CC2=C(N(C(O2)=O)C)C1)NC(=O)[C@H]1OC[C@@H](CCNC1)OCC (2S,7R)-N-((S)-1-cyano-2-(4-(3-methyl-2-oxo-2,3-dihydrobenzo[d]oxazol-5-yl)phenyl)ethyl)-7-ethoxy-1,4-oxazocane-2-carboxamide